NC1=NC(=C(C=C1C=1C=C2CCNC(C2=CC1)=O)C1=CC=C(C=C1)N1CCN(CC1)C(C)C)Cl 6-(2-amino-6-chloro-5-(4-(4-isopropylpiperazin-1-yl)phenyl)pyridin-3-yl)-3,4-dihydroisoquinolin-1(2H)-one